3-bromo-4'-α-isopropyl-1,1'-biphenyl BrC=1C=C(C=CC1)C1=CC=C(C=C1)C(C)C